N-((1S,2R)-2-((4-cyclopropyl-2-(morpholine-4-carbonyl)-6-nitrophenyl)amino)cyclohexyl)-6-fluoro-2-oxo-1,2-dihydroquinoline-4-carboxamide C1(CC1)C1=CC(=C(C(=C1)[N+](=O)[O-])N[C@H]1[C@H](CCCC1)NC(=O)C1=CC(NC2=CC=C(C=C12)F)=O)C(=O)N1CCOCC1